4-benzhydryl-6-methylaniline C(C1=CC=CC=C1)(C1=CC=CC=C1)C1=CC=C(N)C(=C1)C